C(C)OC(C(C)(C)OC1=C(C=C(C=C1C)CN1C(=NN(C1=O)C1=CC=C(C=C1)CC)C)C)=O 2-(4-((1-(4-ethylphenyl)-3-methyl-5-oxo-1,5-dihydro-4H-1,2,4-triazol-4-yl)methyl)-2,6-dimethylphenoxy)-2-methylpropanoic acid ethyl ester